tert-butyl (S)-4-(3-(2,6-bis(benzyloxy)pyridin-3-yl)-1-methyl-1H-indazol-6-yl)-2-(trifluoromethyl)piperazine-1-carboxylate C(C1=CC=CC=C1)OC1=NC(=CC=C1C1=NN(C2=CC(=CC=C12)N1C[C@H](N(CC1)C(=O)OC(C)(C)C)C(F)(F)F)C)OCC1=CC=CC=C1